N-((S)-2-((1R,4R)-2,5-diazabicyclo[2.2.1]heptan-2-yl)-1-(3,4-dichlorophenyl)ethyl)-4-(trifluoromethoxy)benzenesulfonamide [C@H]12N(C[C@H](NC1)C2)C[C@H](C2=CC(=C(C=C2)Cl)Cl)NS(=O)(=O)C2=CC=C(C=C2)OC(F)(F)F